ethyl 6-(3-bromo-4-(pyrrolidin-1-yl) phenyl)-4-oxo-4H-pyran-3-carboxylate BrC=1C=C(C=CC1N1CCCC1)C1=CC(C(=CO1)C(=O)OCC)=O